C1(CCCC1)N1C(C=CC2=C1N=C(N=C2)NC2=NC=C(C=C2)N2CCNCC2)=O 8-cyclopentyl-2-(5-piperazin-1-yl-pyridin-2-ylamino)-8H-pyrido[2,3-d]Pyrimidin-7-one